tert-Butyl (1R,5R)-6-benzyl-3,6-diazabicyclo[3.2.2]nonane-3-carboxylate C(C1=CC=CC=C1)N1[C@H]2CN(C[C@@H](C1)CC2)C(=O)OC(C)(C)C